NC=1C(=NC(=CC1)N1N=CC=N1)NC=1C=C2CC[C@@H](C2=CC1)NC(C)=O (S)-N-(5-((3-amino-6-(2H-1,2,3-triazol-2-yl)pyridin-2-yl)amino)-2,3-dihydro-1H-inden-1-yl)acetamide